BrC1=NC(=C2N1C1(CC2)CC1)C=N[S@@](=O)C(C)(C)C (S)-N-((3'-bromo-6',7'-dihydrospiro[cyclopropane-1,5'-pyrrolo[1,2-c]imidazol]-1'-yl)methylene)-2-methylpropane-2-sulfinamide